C1(CC1)OC1=CC=C2C(=N1)NC(=C2)C(=O)OCC ethyl 6-(cyclopropoxy)-1H-pyrrolo[2,3-b]pyridine-2-carboxylate